9-(4-{4-amino-3-[4-(difluoromethanesulfonamido)-3-[(1S)-1-(4-fluorophenyl)ethoxy]phenyl]-1-methyl-1H-pyrazolo[4,3-c]pyridin-7-yl}1H-pyrazol-1-yl)nonyl methanesulfonate CS(=O)(=O)OCCCCCCCCCN1N=CC(=C1)C=1C2=C(C(=NC1)N)C(=NN2C)C2=CC(=C(C=C2)NS(=O)(=O)C(F)F)O[C@@H](C)C2=CC=C(C=C2)F